N-(2-fluoro-5-mercapto-4-methylphenyl)-2-(4-(trifluoromethoxy)phenyl)acetamide FC1=C(C=C(C(=C1)C)S)NC(CC1=CC=C(C=C1)OC(F)(F)F)=O